C1(C(C1)C=1C=C(N=NC1OC)C=1C(NC(NC1)=O)=O)C1CC1 5-(5-([1,1'-bi(cyclopropane)]-2-yl)-6-methoxyl-Pyridazin-3-yl)pyrimidine-2,4(1H,3H)-dione